trimethyliodosulfonic acid C[IH](S(=O)(=O)O)(C)C